4-(2-{4-[(2-{[2-(2,6-dioxo-hexahydropyridin-3-yl)-1,3-dioxo-2,3-dihydro-1H-isoindol-5-yl]oxy}ethyl)oxy]phenyl}-6-(furan-2-yl)pyridin-4-yl)benzene-1-carboxamide O=C1NC(CCC1N1C(C2=CC=C(C=C2C1=O)OCCOC1=CC=C(C=C1)C1=NC(=CC(=C1)C1=CC=C(C=C1)C(=O)N)C=1OC=CC1)=O)=O